OC1C[C@H]2CN(C[C@H]2CC1)C(=O)OC(C)(C)C tert-butyl (3aR,7aS)-5-hydroxy-octahydroisoindole-2-carboxylate